N,N-dimethyl-4-(2-{[(3S)-piperidin-3-yl]amino}-5-(trifluoromethyl)pyrimidin-4-yl)-1H-pyrrol-2-carboxamide CN(C(=O)C=1NC=C(C1)C1=NC(=NC=C1C(F)(F)F)N[C@@H]1CNCCC1)C